5-bromo-N-[(1R)-1-[2-fluoro-3-(trifluoromethyl)phenyl]ethyl]-2-[[(3R,4R)-4-hydroxytetrahydropyran-3-yl]amino]pyridine-3-carboxamide BrC=1C=C(C(=NC1)N[C@@H]1COCC[C@H]1O)C(=O)N[C@H](C)C1=C(C(=CC=C1)C(F)(F)F)F